N1=C(C=CC=C1)CNCC1=CC=C(C=C1)CN1CC2NCCNC2C1 8-[[4-[[(2-pyridylmethyl)amino]methyl]phenyl]methyl]-2,5,8-triazabicyclo[4.3.0]nonane